(R)-6-chloro-3-((1-(2-cyano-7-methyl-3-(4-(4-methylthiazol-2-yl)piperazin-1-yl)quinoxalin-5-yl)ethyl)amino)picolinic acid ClC1=CC=C(C(=N1)C(=O)O)N[C@H](C)C1=C2N=C(C(=NC2=CC(=C1)C)C#N)N1CCN(CC1)C=1SC=C(N1)C